C(#N)CNC1(C=CC(=CN1)C=1C=NNC1)N1CC2N(C(C1)C2)CC=2C=NC(=CC2)OC 6-(cyanomethylamino)-4-(6-(6-((6-methoxypyridin-3-yl)methyl)-3,6-diazabicyclo[3.1.1]heptan-3-yl)pyridin-3-yl)pyrazole